COC1=CC=C(C=N1)NC(=O)C1=NC=NC(=C1)C1=CC(=CC=C1)Cl 6-(3-chloro-phenyl)-pyrimidine-4-carboxylic acid (6-methoxy-pyridin-3-yl)-amide